CON(C(=O)C1=C(N=C(S1)C(F)(F)F)C)C N-methoxy-N,4-dimethyl-2-(trifluoromethyl)thiazole-5-carboxamide